N1N=CC=C1/N=C/C1=CC=C(C=C1)C (E)-N-(1H-pyrazol-5-yl)-1-(p-tolyl)methanimine